(S)-2-(5-(3-((2-chloro-5-((1-(difluoromethyl)-1H-pyrazol-4-yl)ethynyl)pyridin-4-yl)amino)butoxy)-1-isopropyl-1H-pyrazol-4-yl)pyrimidin-4-amine ClC1=NC=C(C(=C1)N[C@H](CCOC1=C(C=NN1C(C)C)C1=NC=CC(=N1)N)C)C#CC=1C=NN(C1)C(F)F